FC1=C(C=C(C(=C1)C)I)OCCCCCSC#N 1-fluoro-4-iodo-5-methyl-2-[(5-thiocyanatopentyl)oxy]benzene